NC1=CC=C(C(=N1)C1=C(C=C2C(=NC(=NC2=C1)N(CCN(C)C)C(=O)OC(C)(C)C)N1CCN(CC1)C(=O)OC(C)(C)C)Cl)C(F)(F)F tert-butyl 4-[7-[6-amino-3-(trifluoromethyl)pyridin-2-yl]-2-[[(tert-butoxy)carbonyl][2-(dimethylamino)ethyl]amino]-6-chloroquinazolin-4-yl]piperazine-1-carboxylate